ClC=1C=NC2=C(C(=NC=C2C1N1[C@@H]2CCN([C@@H]2C1)C(=O)OC(C)(C)C)C1=CC(=CC2=CC=CC(=C12)C#C[Si](C(C)C)(C(C)C)C(C)C)OCOC)F tert-butyl (1R,5R)-6-(3-chloro-8-fluoro-7-(3-(methoxymethoxy)-8-((triisopropylsilyl)ethynyl)naphthalen-1-yl)-1,6-naphthyridin-4-yl)-2,6-diazabicyclo[3.2.0]heptane-2-carboxylate